1,1-difluoro-2-(methacryloyloxy)ethanesulfonic acid FC(COC(C(=C)C)=O)(S(=O)(=O)O)F